1-(2-(((6-chloro-3-methylpyridazin-4-yl)oxy)methyl)-6-cyclopropylimidazo[1,2-a]pyridin-8-yl)-3-methylimidazolidine-2,4-dione ClC1=CC(=C(N=N1)C)OCC=1N=C2N(C=C(C=C2N2C(N(C(C2)=O)C)=O)C2CC2)C1